C(C)N(C(=O)CC(\C=C\C)C)CC (N,N-diethylcarbamoyl)methyl-methyl-(2E)-but-2-ene